4-bromo-2-cyclopropylthiazole BrC=1N=C(SC1)C1CC1